[1,2,4]triazine-1,2-dioxide [N+]=1([N+](=CN=CC1)[O-])[O-]